CN(C/C=C/C=1C(=NC=CC1)C(=O)N1[C@@H](CN(CC1)C(=O)OC(C)(C)C)C(=O)OC)C 1-(tert-butyl) 3-methyl (S,E)-4-(3-(3-(dimethylamino)prop-1-en-1-yl)picolinoyl)piperazine-1,3-dicarboxylate